C(#C)C=1C(=CC=C2C=C(C=C(C12)C1=C(C=2N=C(N=C(C2C=N1)N1CC2CCC(C1)N2C(=O)OC(C)(C)C)OCC=O)F)O)F tert-butyl 3-(7-(8-ethynyl-7-fluoro-3-hydroxynaphthalen-1-yl)-8-fluoro-2-(2-oxoethoxy)pyrido[4,3-d]pyrimidin-4-yl)-3,8-diazabicyclo[3.2.1]octane-8-carboxylate